CC1=NN(C2=C1C=NC(=C2)CC(=O)N)C2=NC(=CC(=C2)C)C2COCC2 (3-methyl-1-(4-methyl-6-(tetrahydrofuran-3-yl)pyridin-2-yl)-1H-pyrazolo[4,3-c]pyridin-6-yl)acetamide